C(#N)C[C@@H]1N(CCN(C1)C=1C2=C(N=C(N1)OC[C@H]1N(CCC1)C)CN(CC2)C2=C(C(=CC=C2)C)C)C(=O)OC(C)(C)C tert-butyl (2S)-2-(cyanomethyl)-4-[7-(2,3-dimethylphenyl)-2-[[(2S)-1-methylpyrrolidin-2-yl]methoxy]-6,8-dihydro-5H-pyrido[3,4-d]pyrimidin-4-yl]piperazine-1-carboxylate